ethyl 2-[2-(3-{2-acetyl-2-azaspiro[3.3]heptan-6-yl}-5'-fluoro-1'-methyl-[4,6'-biindazol]-1-yl)-N-methylacetamido]acetate C(C)(=O)N1CC2(C1)CC(C2)C2=NN(C=1C=CC=C(C21)C2=C(C=C1C=NN(C1=C2)C)F)CC(=O)N(C)CC(=O)OCC